NC1=CC=CC(=N1)S(=O)(=O)NC(=O)C=1C(=NC(=C(C1)C)N(C)CC(C)C)OC1=C(C=C(C=C1C)C)C N-[(6-amino-2-pyridyl)sulfonyl]-6-[isobutyl(methyl)amino]-5-methyl-2-(2,4,6-trimethylphenoxy)pyridine-3-carboxamide